C(C=C)O[C@@H]1[C@@H]([C@H]([C@H]([C@H](O1)CO)O)O)NC1=NC=CC(=N1)C(F)(F)F (2R,3R,4R,5R,6S)-6-(allyloxy)-2-(hydroxymethyl)-5-((4-(trifluoromethyl)pyrimidin-2-yl)amino)tetrahydro-2H-pyran-3,4-diol